CC=1C(=C(C(=O)O)C=CC1C(=O)O)C bis-methyl-terephthalic acid